2-thiophenyl-magnesium bromide S1C(=CC=C1)[Mg]Br